NC1=NC=NN2C1=C(C=C2C=2C=C(C(=NC2)OC)C(=O)N[C@@H]2CN(C[C@@H]2F)C(=O)OCCC(F)(F)F)C(F)(F)F 3,3,3-trifluoropropyl (3R,4S)-3-{5-[4-amino-5-(trifluoromethyl)pyrrolo[2,1-f][1,2,4]triazin-7-yl]-2-methoxypyridine-3-amido}-4-fluoropyrrolidine-1-carboxylate